2-ethyl-N-methoxy-N-methylindan-2-carboxamide C(C)C1(CC2=CC=CC=C2C1)C(=O)N(C)OC